ClC1=C2[C@H](N3C(C2=CC=C1)=CN=C3)[C@H]3[C@@H](COCC3)O (3S,4S)-4-((R)-6-chloro-5H-imidazo[5,1-a]isoindol-5-yl)tetrahydro-2H-pyran-3-ol